2-(6-((E)-((1S,2S,5S,6R)-2-fluoro-6-methoxy-8-azabicyclo[3.2.1]octan-3-ylidene)methyl)pyridazin-3-yl)-5-(1H-imidazol-1-yl)phenol F[C@@H]\1[C@@H]2C[C@H]([C@H](C/C1=C\C1=CC=C(N=N1)C1=C(C=C(C=C1)N1C=NC=C1)O)N2)OC